C(CCC\C=C/C\C=C/C\C=C/C\C=C/CCCCC)(=O)OC(CCCCCC)C\C=C/CCCCCCCCO[Si](C)(C)C(C)(C)C (Z)-18-((tert-Butyldimethylsilyl)oxy)octadec-9-en-7-yl arachidonate